butyl 5-methoxy-4-((2-(4-(methoxycarbonyl)-3-(trifluoromethanesulfonyloxy)phenyl)-4-(3,3,3-trifluoropropyl)piperazin-1-yl)methyl)-7-methylindole-1-carboxylate COC=1C(=C2C=CN(C2=C(C1)C)C(=O)OCCCC)CN1C(CN(CC1)CCC(F)(F)F)C1=CC(=C(C=C1)C(=O)OC)OS(=O)(=O)C(F)(F)F